CS(=O)(=O)CN1C(=NC=C1)C(=O)O 1-((methylsulfonyl)methyl)-1H-imidazole-2-carboxylic acid